ClC=1C=C(C=CC1F)NC1=NC=NC2=CC(=C(C=C12)NC(C=CCCN1CCCCC1)=O)OCCF 5-Piperidin-1-yl-pent-2-enoic acid [4-(3-chloro-4-fluoro-phenylamino)-7-fluoroethoxy-quinazolin-6-yl]-amide